BrC=1C2=C(N(N1)C1=CC=CC=C1)SC(=C2)C(=O)NC 3-bromo-N-methyl-1-phenyl-1H-thieno[2,3-c]pyrazole-5-carboxamide